(1r,2r)-2-amino-1-(4-(methylsulfonyl)phenyl)-1,3-propanediol N[C@@H]([C@H](O)C1=CC=C(C=C1)S(=O)(=O)C)CO